ClC1=NC=C(C(=N1)NCCC#N)C(=O)N 2-chloro-4-((2-cyanoethyl)amino)pyrimidin-5-carboxamide